N-(3,3-diphenylallyl)-N-(2-(4-methylpiperazin-1-yl)ethyl)-1-phenylcyclopropanamine C1(=CC=CC=C1)C(=CCN(C1(CC1)C1=CC=CC=C1)CCN1CCN(CC1)C)C1=CC=CC=C1